3-(4-chlorophenyl)-N-methylpropanamid ClC1=CC=C(C=C1)CCC(=O)NC